Cl[Si](N1[Si](N([Si]1(C)C)[Si](C)(C)Cl)(C)C)(C)C N,N'-bis(chlorodimethylsilyl)tetramethyl-cyclodisilazane